aminoguanidinium fumarate salt C(\C=C\C(=O)[O-])(=O)[O-].NNC(=[NH2+])N.NNC(=[NH2+])N